C(=O)C1=CC=C(C=C1)C=1N=C(N(N1)C)N(C(C)=O)C1=CC=C(C=C1)OC(F)(F)F N-[5-(4-Formylphenyl)-2-methyl-1,2,4-triazol-3-yl]-N-[4-(trifluoromethoxy)phenyl]acetamide